Methyl 2-(4-(3,5-difluorophenoxy)phenyl)acetate FC=1C=C(OC2=CC=C(C=C2)CC(=O)OC)C=C(C1)F